9-(3-(9H-carbazol-9-yl)phenyl)-9H-carbazol-3,6-dimethanol C1=CC=CC=2C3=CC=CC=C3N(C12)C=1C=C(C=CC1)N1C2=CC=C(C=C2C=2C=C(C=CC12)CO)CO